4-(8-chloro-4-methyl-quinazolin-2-yl)phenol ClC=1C=CC=C2C(=NC(=NC12)C1=CC=C(C=C1)O)C